COC=1C(=C(C(=O)O)C=CC1)[N+](=O)[O-] methoxy-2-nitrobenzoic acid